(2-chloro-2-cyanovinyl)-phenyl sulfone ClC(=CS(=O)(=O)C1=CC=CC=C1)C#N